BrC=1C=C(C2=C(C(=CO2)C(=O)OCC)C1)OCCC1CCOCC1 ethyl 5-bromo-7-(2-(tetrahydro-2H-pyran-4-yl)ethoxy)benzofuran-3-carboxylate